3-Methyl-hexan-3-ol CC(CC)(CCC)O